O1C=CC(C2=CC=CC=C12)=NN chromone hydrazone